5-chloro-8-((1-(2-(3,3-difluorocyclobutyl)ethyl)-4-fluoro-1H-indazol-6-yl)sulfonyl)-3-hydroxyquinazoline-2,4(1H,3H)-dione ClC1=C2C(N(C(NC2=C(C=C1)S(=O)(=O)C1=CC(=C2C=NN(C2=C1)CCC1CC(C1)(F)F)F)=O)O)=O